NC1=NC=C(C(=N1)N)CC1=CC(=C(C(=C1)Cl)NC)Cl 2,4-diamino-5-(3,5-dichloro-4-methylaminobenzyl)-pyrimidine